3-(dimethoxyphosphoryl)propyl-4-methylbenzenesulfonate COP(=O)(OC)CCCOS(=O)(=O)C1=CC=C(C=C1)C